FC=1C=C(C=CC1)C=1SC=C(N1)S(=O)(=O)C1=CC=C(C=C1)CNC(=O)C=1C=C2C(=NC1)NN=C2 N-({4-[2-(3-fluorophenyl)-1,3-thiazole-4-sulfonyl]phenyl}methyl)-1H-pyrazolo[3,4-b]pyridine-5-carboxamide